4,9-dihydroxy-naphtho[2,3-b]furan OC1=C2C=CC=CC2=C(C=2OC=CC21)O